C(=C\C)/[Mg]Cl (E)-prop-1-enylmagnesium chloride